O1CC(C1)OC([C@@H](NP(=O)(OC1=CC=CC=C1)OC1=C(C(=C(C(=C1F)F)F)F)F)C)=O ((Perfluorophenoxy)(phenoxy)phosphoryl)-L-alanine oxetan-3-yl ester